2-ethyl-4-ethynyl-3,5,6-trifluorobenzyl (1R)-trans-3-(2,2-dichloro-1-ethenyl)-2,2-dimethylcyclopropanecarboxylate ClC(=C[C@H]1C([C@@H]1C(=O)OCC1=C(C(=C(C(=C1F)F)C#C)F)CC)(C)C)Cl